C(C1=CC=CC=C1)OC1=CC=C(C=C1)N(C1=CC=C(C=C1)C(COS(=O)(=O)C)C)C methanesulfonic acid 2-{4-[(4-benzyloxy-phenyl)-methylamino]-phenyl}-propyl ester